C(C=1C(N)=CC=CC1)(=O)SCCNC(CCNC([C@@H](C(COP(OP(OC[C@@H]1[C@H]([C@H]([C@@H](O1)N1C=NC=2C(N)=NC=NC12)O)OP(=O)(O)O)(=O)O)(=O)O)(C)C)O)=O)=O anthraniloyl-coenzyme A